isopropyl 2-((2R,3R,4S,5S,6R)-6-(4-nitrophenoxy)-3,4,5-tris((trimethylsilyl)oxy)tetrahydro-2H-pyran-2-yl)ethane-1-sulfonate [N+](=O)([O-])C1=CC=C(O[C@@H]2[C@H]([C@H]([C@@H]([C@H](O2)CCS(=O)(=O)OC(C)C)O[Si](C)(C)C)O[Si](C)(C)C)O[Si](C)(C)C)C=C1